2-(2-cyclopropyl-7-isopropyl-4-oxopyrazolo[1,5-d][1,2,4]triazin-5(4H)-yl)-N-((1r,3s)-3-ethyl-3-hydroxycyclobutyl)acetamide C1(CC1)C1=NN2C(=NN(C(C2=C1)=O)CC(=O)NC1CC(C1)(O)CC)C(C)C